1-(β-d-Ribofuranosyl)-1,2-dihydropyrimidin-2-one [C@@H]1([C@H](O)[C@H](O)[C@H](O1)CO)N1C(N=CC=C1)=O